1-((3s,4r)-4-(3,4-difluorophenyl)-1-(2-methoxyethyl)pyrrolidin-3-yl)-3-(2',4-dimethyl-1-phenyl-1h,2'h-[3,3'-bipyrazol]-5-yl)urea FC=1C=C(C=CC1F)[C@H]1[C@@H](CN(C1)CCOC)NC(=O)NC1=C(C(=NN1C1=CC=CC=C1)C=1N(N=CC1)C)C